OC1=CC=C(C=N1)C1=CC=C(C=C1)S(=O)(=O)N1CC(CC1)C(=O)N1CCN(CC1)C1=CC=NC2=CC=CC=C12 (1-((4-(6-hydroxypyridin-3-yl)phenyl)sulfonyl)pyrrolidin-3-yl)(4-(quinolin-4-yl)piperazin-1-yl)methanone